FC=1C=C(N=NC1)C#CC1=C(C=C(OC2=C(N=NN2)C(=O)O)C=C1)OC(F)(F)F 5-(4-((5-fluoropyridazin-3-yl)ethynyl)-3-(trifluoromethoxy)phenoxy)-1H-1,2,3-triazole-4-carboxylic acid